O=S1CC(C1)C1=C(C(=O)N)C=CC=C1 (cis-1-oxido-3-thietanyl)benzamide